CN1N=C2N(C=CC(=C2)N2CCOC3=C2C=CC(=C3)C3=NN=C2N3C=CC=C2)C1=O 2-methyl-7-(7-{[1,2,4]triazolo[4,3-a]pyridin-3-yl}-2,3-dihydro-1,4-benzoxazin-4-yl)-[1,2,4]triazolo[4,3-a]pyridin-3-one